(S)-1-(4-(naphthalen-1-ylcarbamoyl)benzyl)-N-(3-((1,2,3,4-tetrahydroacridin-9-yl)amino)propyl)pyrrolidine-3-carboxamide C1(=CC=CC2=CC=CC=C12)NC(=O)C1=CC=C(CN2C[C@H](CC2)C(=O)NCCCNC=2C3=CC=CC=C3N=C3CCCCC23)C=C1